OC=1C=C(CNC(=O)C2=C(C(=O)O)C=C(C(=C2)C(=O)O)C(NCC2=CC(=C(C(=C2)O)O)O)=O)C=C(C1O)O 2,5-bis((3,4,5-trihydroxybenzyl)carbamoyl)terephthalic acid